BrC1=NN2C(N(C(CC2)=O)CC2=CC=C(C=C2)C=2N(C=C(N2)C(F)(F)F)CC)=C1 2-bromo-4-(4-(1-ethyl-4-(trifluoromethyl)-1H-imidazol-2-yl)benzyl)-6,7-dihydropyrazolo[1,5-a]pyrimidin-5(4H)-one